S(=O)(=O)(C1=CC=C(C)C=C1)N1C[C@H]2C([C@H]2C1)C(=O)Cl (1R,5S,6r)-3-tosyl-3-azabicyclo[3.1.0]hexane-6-carbonyl chloride